C1C(CC2=CC=CC=C12)N1C(C=2N(C(=NC(C2O)=O)C2N(CCC2)C(=O)OC2=C(C=CC=C2Cl)Cl)CC1)=O 2,6-dichlorophenyl 2-(2-(2,3-dihydro-1H-inden-2-yl)-9-hydroxy-1,8-dioxo-1,3,4,8-tetrahydro-2H-pyrazino[1,2-c]pyrimidin-6-yl)pyrrolidine-1-carboxylate